C(C=CC1=CC=CC=C1)(=O)OC1C(CCCC1)[Se]C1=CC=CC=C1 2-(phenylselanyl)cyclohexyl cinnamate